(1R,3aS,6aR)-2-(2-(3-fluorophenyl)-2,2-difluoroacetyl)-N-((R)-4-fluoro-3-oxo-1-((R)-2-oxopyrrolidin-3-yl)butan-2-yl)octahydrocyclopenta[c]pyrrole-1-carboxamide FC=1C=C(C=CC1)C(C(=O)N1[C@H]([C@H]2[C@@H](C1)CCC2)C(=O)N[C@H](C[C@@H]2C(NCC2)=O)C(CF)=O)(F)F